C12(CCC(CC1)=O)OC1=CC=CC=C1CC2 spiro[chromane-2,1'-cyclohexan]-4'-one